BrC1=CC(=C(C(=O)NCCOC)C=C1)NC(C1=C(C=CC=C1)C)=O 4-Bromo-N-(2-methoxyethyl)-2-(2-methylbenzamido)benzamide